5-propynyl-uridine C(#CC)C=1C(NC(N([C@H]2[C@H](O)[C@H](O)[C@@H](CO)O2)C1)=O)=O